OC=1C=C(C(=O)OC=2C=CC=C(C2O)O)C=C(C1O)OC(C1=CC(=C(C(=C1)O)O)O)=O 3-((3,4-dihydroxy-5-((3,4,5-trihydroxybenzoyl)oxy)benzoyl)oxy)-4,5-dihydroxybenzene